C(CCCC)C=1C(=C(C(=O)O)C=CC1)O.C(C=1C(O)=CC=CC1)(=O)O SALICYLATE (pentyl 2-hydroxybenzoate)